heptynyl 2-bromoisobutyrate BrC(C(=O)OC#CCCCCC)(C)C